O=C(CCC(=O)OC)NC[C@H]1OC([C@@H]([C@@H]1OC(C)=O)OC(C)=O)OC(C)=O Methyl 4-oxo-4-[[(2R,3R,4R)-3,4,5-triacetoxytetrahydrofuran-2-yl]methylamino]-butanoate